N-cyclopropyl-2-(difluoromethoxy)-6-methoxy-4-[7-(3-methylimidazol-4-yl)imidazo[1,2-a]pyridin-3-yl]benzamide C1(CC1)NC(C1=C(C=C(C=C1OC)C1=CN=C2N1C=CC(=C2)C=2N(C=NC2)C)OC(F)F)=O